N1=NC=C2C(C=CC=C12)=C1C2=CN=NC2=CC=C1 4,4'-biindazole